hydroxy-2-methylpropiophenone OC(C(=O)C1=CC=CC=C1)(C)C